methylphenyl-triazine CC=1C(=NN=NC1)C1=CC=CC=C1